Tetramethyldec-5-yn CC(C(C)(C)C)CCC#CCCCC